ClC1=NC=CC(=C1)C=1N=C(C=2N(C1)C=C(N2)C(=O)N)NCC2(CCNCC2)C#N 6-(2-Chloro-pyridin-4-yl)-8-[(4-cyano-piperidin-4-ylmethyl)-amino]-imidazo[1,2-a]pyrazine-2-carboxylic acid amide